FC1=CC=C(C=C1)C(CSC)O 1-(4-fluorophenyl)-2-(methylsulfanyl)ethan-1-ol